The molecule is dianion of 2-deoxy-D-ribofuranose 1-phosphate. It has a role as a human metabolite. It is a conjugate base of a 2-deoxy-D-ribofuranose 1-phosphate. C1[C@@H]([C@H](OC1OP(=O)([O-])[O-])CO)O